C(C)C(C=O)=CC(C(CCC)O)CC 2,4-diethyl-5-hydroxyoct-2-enal